2-(methoxymethyl)-6-methyl-N-(3-(4'-(trifluoromethoxy)-[1,1'-biphenyl]-4-yl)propyl)thieno[2,3-d]pyrimidin-4-amine COCC=1N=C(C2=C(N1)SC(=C2)C)NCCCC2=CC=C(C=C2)C2=CC=C(C=C2)OC(F)(F)F